C(C)(C)(C)OC(=O)NCC=1C=C(SC1)C(=O)O 4-((tert-butoxycarbonyl)aminomethyl)thiophene-2-carboxylic acid